CC1(CCN(S1(=O)=O)[C@@H]1CC(CN(C1)C(=O)OC1=CC=C(C=C1)Cl)(F)F)C 4-chlorophenyl (R)-5-(5,5-dimethyl-1,1-dioxidoisothiazolidin-2-yl)-3,3-difluoropiperidine-1-carboxylate